(2R,4R)-1-(3-chloro-2-fluorobenzyl)-4-((5-fluoro-4-((R)-1-fluoroethyl)-6-((5-methyl-1H-pyrazol-3-yl)amino)pyridin-2-yl)methyl)-2-methylpiperidine-4-carboxylic acid ClC=1C(=C(CN2[C@@H](C[C@@](CC2)(C(=O)O)CC2=NC(=C(C(=C2)[C@@H](C)F)F)NC2=NNC(=C2)C)C)C=CC1)F